tert-butyl (S)-2-((1-(2-cyano-3-(4,4-difluoropiperidin-1-yl)-7-methylquinoxalin-5-yl)ethyl)amino)benzoate C(#N)C1=NC2=CC(=CC(=C2N=C1N1CCC(CC1)(F)F)[C@H](C)NC1=C(C(=O)OC(C)(C)C)C=CC=C1)C